1-(furan-2-ylmethyl)-1,2,3,6-tetrahydropyridin-3-ol O1C(=CC=C1)CN1CC(C=CC1)O